[C@H]12CN(C[C@H](CC1)N2)C=2C1=C(N=C(N2)OC[C@H]2N(CCC2)C)CN(CC1)C1=C(C=CC2=CC=CC=C12)O 1-(4-((1R,5S)-3,8-diazabicyclo[3.2.1]octan-3-yl)-2-(((S)-1-methylpyrrolidin-2-yl)methoxy)-5,8-dihydropyrido[3,4-d]pyrimidin-7(6H)-yl)naphthalen-2-ol